O1C=C(C2=C1C=CC=C2)C=2C=CC(=C(C2)NC2=NC=NC1=CC(=C(C=C21)OC2CN(C2)C(C=C)=O)OC)OC 1-(3-((4-((5-(benzofuran-3-yl)-2-methoxyphenyl)amino)-7-methoxyquinazolin-6-yl)oxy)azetidin-1-yl)prop-2-en-1-one